C[C@H]1COC[C@@H](N1C1=NC(=CC(=N1)NC(C1=C(C=C(C=C1)NS(=O)(=O)CCO)N1CCC2(CC2)CC1)=O)C)C N-(2-((3S,5S)-3,5-Dimethylmorpholino)-6-methylpyrimidin-4-yl)-4-((2-hydroxyethyl)sulfonamido)-2-(6-azaspiro[2.5]octan-6-yl)benzamide